6-(2-ethoxy-3-pyridinyl)-3-isopropyl-1-methyl-N-[(2-methyltetrazol-5-yl)methyl]pyrazolo[3,4-b]pyridin-4-amine C(C)OC1=NC=CC=C1C=1C=C(C2=C(N1)N(N=C2C(C)C)C)NCC=2N=NN(N2)C